8-(but-3-en-1-yloxy)-6-(4,4,5,5-tetramethyl-1,3,2-dioxaborolan-2-yl)quinoline C(CC=C)OC=1C=C(C=C2C=CC=NC12)B1OC(C(O1)(C)C)(C)C